1-(3-(4-(3,4-difluoro-2-(trifluoromethyl)phenyl)piperidine-1-carbonyl)pyrrolo[3,4-c]pyrazol-5(1H,4H,6H)-yl)-3-methylbutan-1-one FC=1C(=C(C=CC1F)C1CCN(CC1)C(=O)C=1C2=C(NN1)CN(C2)C(CC(C)C)=O)C(F)(F)F